3-methyl-N-[(1S)-1-[3-[2-(trifluoromethyl)-4-pyridinyl]-1,2,4-oxadiazol-5-yl]ethyl]cyclobutanecarboxamide CC1CC(C1)C(=O)N[C@@H](C)C1=NC(=NO1)C1=CC(=NC=C1)C(F)(F)F